[3-(anilino)propyl]trimethoxysilane N(C1=CC=CC=C1)CCC[Si](OC)(OC)OC